2-((1-(7-methyl-4-oxo-2-(6-azaspiro[2.5]octan-6-yl)-4H-pyrido[1,2-a]pyrimidin-9-yl)ethyl)amino)benzoic acid CC=1C=C(C=2N(C(C=C(N2)N2CCC3(CC3)CC2)=O)C1)C(C)NC1=C(C(=O)O)C=CC=C1